C(C1=CC=CC=C1)OC(=O)N[C@@H](CCC(=O)O)C(=O)OC (S)-4-(((benzyloxy)carbonyl)amino)-5-methoxy-5-oxopentanoic acid